FC1=CC=C(CNC2=NC=C(C=C2)N)C=C1 N2-(4-fluorobenzyl)pyridine-2,5-diamine